[5-[3-chloro-6-fluoro-2-[2-(4-fluorophenyl)ethyl]phenyl]-1,3-dimethyl-6-oxo-pyridazin-4-yl] 2-methylpropanoate CC(C(=O)OC=1C(=NN(C(C1C1=C(C(=CC=C1F)Cl)CCC1=CC=C(C=C1)F)=O)C)C)C